5-(aminomethyl)-1-(2-hydroxycyclobutyl)-N,N-dimethyl-pyrazole-3-carboxamide NCC1=CC(=NN1C1C(CC1)O)C(=O)N(C)C